Tert-Butyl N-[2-({6-Methoxy-4-[2,3,6-Trifluoro-4-(4-Methoxypyridine-3-Amido)Phenoxy]Quinolin-7-yl}Oxy)Ethyl]-N-Methylcarbamate COC=1C=C2C(=CC=NC2=CC1OCCN(C(OC(C)(C)C)=O)C)OC1=C(C(=C(C=C1F)NC(=O)C=1C=NC=CC1OC)F)F